ClC=1C=C2CO[C@]3(O[C@@H]([C@H]([C@@H]([C@H]3O)O)O)C)C2=CC1CC1=CC=C(S1)C1(CC1)C#N 1-(5-(((1S,3'R,4'S,5'S,6'R)-5-chloro-3',4',5'-trihydroxy-6'-methyl-3',4',5',6'-tetrahydro-3H-spiro[isobenzofuran-1,2'-pyran]-6-yl)methyl)thiophene-2-yl)cyclopropane-1-formonitrile